2-(2-chlorophenyl)-N-(6-cyano-4-sulfamoylnaphthalen-2-yl)acetamide ClC1=C(C=CC=C1)CC(=O)NC1=CC2=CC=C(C=C2C(=C1)S(N)(=O)=O)C#N